t-butyl (3-(5-fluoropyridin-2-yl)-2-methoxy phenyl)carbamate FC=1C=CC(=NC1)C=1C(=C(C=CC1)NC(OC(C)(C)C)=O)OC